OC1=C2C(OCC2=C(C(=C1C/C=C(/CCC=O)\C)OC)C)=O (E)-6-(4-hydroxy-6-methoxy-7-methyl-3-oxo-1,3-dihydroisobenzofuran-5-yl)-4-methylhex-4-enal